BrC=1C(=NC(=NC1)NC1=C(C=C(C(=C1)C=1C=NN(C1)C)N1CCC(CC1)N1CCNCC1)OC1CC1)NC1=C(C=CC=C1)P(C)(C)=O (2-((5-bromo-2-((2-cyclopropyloxy-5-(1-methyl-1H-pyrazol-4-yl)-4-(4-(piperazine-1-yl)piperidin-1-yl)phenyl)amino)pyrimidin-4-yl)amino)phenyl)dimethylphosphine oxide